N[C@@H](CC(=O)N[C@@H](CCCNC(N)=N)C(=O)O)C(=O)O BETA-L-ASPARTYL-L-ARGININE